(R)-N-(4-(2H-tetrazol-5-yl)phenyl)-2-bromobutanamide N=1NN=NC1C1=CC=C(C=C1)NC([C@@H](CC)Br)=O